1-(6-(2-oxa-8-azaspiro[4.5]decan-8-yl)pyrimidin-4-yl)-4-(1H-1,2,3-triazol-1-yl)-1H-pyrazol-5-ol sodium [Na].C1OCCC12CCN(CC2)C2=CC(=NC=N2)N2N=CC(=C2O)N2N=NC=C2